alpha,2,2-Trimethyl-1,3-benzodioxole-5-ethanamine CC(CC1=CC2=C(OC(O2)(C)C)C=C1)N